dimethyl (6-(cyclopropylmethoxy)-3-oxo-1,3-dihydroisobenzofuran-1-yl)phosphonate C1(CC1)COC1=CC=C2C(OC(C2=C1)P(OC)(OC)=O)=O